NCCOCCNC(=O)C1=C(C=C(C=C1)NC(=O)C=1N(C(=CN1)C1=C(C(=C(C=C1)OCC(=O)N)F)F)C)CC N-[4-[2-(2-aminoethoxy)ethylcarbamoyl]-3-ethyl-phenyl]-5-[4-(2-amino-2-oxo-ethoxy)-2,3-difluorophenyl]-1-methylimidazole-2-carboxamide